N-tert-butyl-4-[[2-(4-tert-butyl-2-nitro-phenyl)acetyl]amino]pyridine-2-carboxamide C(C)(C)(C)NC(=O)C1=NC=CC(=C1)NC(CC1=C(C=C(C=C1)C(C)(C)C)[N+](=O)[O-])=O